1-[2-(difluoromethyl)-4-fluorophenyl]ethan-1-amine FC(C1=C(C=CC(=C1)F)C(C)N)F